4-trifluoromethylphenyl sulfoxide FC(C1=CC=C(C=C1)S(=O)C1=CC=C(C=C1)C(F)(F)F)(F)F